(2R,3R,4R,5R)-4-[[3-(3,4-Difluoro-2-methyl-phenyl)-4,5-dimethyl-5-(trifluoromethyl)tetrahydrofuran-2-carbonyl]amino]pyridin-2-carboxamid FC=1C(=C(C=CC1F)[C@@H]1[C@@H](O[C@]([C@@H]1C)(C(F)(F)F)C)C(=O)NC1=CC(=NC=C1)C(=O)N)C